N1=CN=CC(=C1)OS(=O)(=O)C1=CC=C(C)C=C1 Pyrimidine-5-yl-tosylate